(R)-2-amino-N-((S)-1-(((S)-5-amino-1-(3-benzyl-1,2,4-oxadiazol-5-yl)pentyl)amino)-3-(4-hydroxy-2,6-dimethylphenyl)-1-oxopropan-2-yl)-5-guanidino-valeramide N[C@@H](C(=O)N[C@H](C(=O)N[C@@H](CCCCN)C1=NC(=NO1)CC1=CC=CC=C1)CC1=C(C=C(C=C1C)O)C)CCCNC(=N)N